5-chloro-2-(4-{[(3R)-oxacyclohex-3-yl]amino}pyrrolo[1,2-d][1,2,4]triazin-1-yl)phenol ClC=1C=CC(=C(C1)O)C=1C=2N(C(=NN1)N[C@H]1COCCC1)C=CC2